CN1N=C2C=CC(=CC2=C1)C1=CC(=NO1)[C@H](CC=C)NC(OC(C)(C)C)=O tert-butyl (S)-(1-(5-(2-methyl-2H-indazol-5-yl)isoxazol-3-yl)but-3-en-1-yl)carbamate